ClC1=CC(=C2C=CC=NC2=C1NS(=O)(=O)C1=NC=CC=C1C1CC1)F N-(7-chloro-5-fluoroquinolin-8-yl)-3-cyclopropylpyridine-2-sulfonamide